3-(2-(trifluoromethoxy)pyridin-4-yl)bicyclo[4.2.0]Oct-1(6),2,4-trien-2-ol FC(OC1=NC=CC(=C1)C1=C(C=2CCC2C=C1)O)(F)F